BrC=1C=C(C(=O)NC=2SC3=C(N2)C=CC(=C3)C(=O)O)C=CN1 2-(2-bromoisonicotinamido)benzo[d]thiazole-6-carboxylic acid